C(#N)C1(CC1)N(C(C1=C(C=CC(=C1)C=1C=NN(C1)C=1N(N=C(C1OC(F)F)C(C(F)(F)F)(F)F)C)C(F)(F)F)=O)CC1CC1 N-(1-Cyanocyclopropyl)-N-(cyclopropylmethyl)-5-[1-[4-(difluoromethoxy)-2-methyl-5-(1,1,2,2,2-pentafluoroethyl)pyrazol-3-yl]pyrazol-4-yl]-2-(trifluoromethyl)benzamid